C(#N)C1=C(C=CC(=C1)C(F)(F)F)[C@@H]([C@H](C)C=1N(C(C(=C(N1)C(=O)NC=1C=NOC1)O)=O)C)C=1C=NN(C1)C 2-((1R,2S)-1-(2-cyano-4-(trifluoromethyl)phenyl)-1-(1-methyl-1H-pyrazol-4-yl)propan-2-yl)-5-hydroxy-N-(isoxazol-4-yl)-1-methyl-6-oxo-1,6-dihydropyrimidine-4-carboxamide